(6-(6-(difluoromethyl)-7-methoxyimidazo[1,2-b]pyridazin-3-yl)pyridin-2-yl)amino-4-fluoropyrrolidine-1-carboxylate FC(C=1C(=CC=2N(N1)C(=CN2)C2=CC=CC(=N2)NC2N(CC(C2)F)C(=O)[O-])OC)F